O[C@@H](CN[S@](=O)(=N[C@H](C)C1=CC=C(C=C1)OC)C1=CC=C(C=C1)NC1=CC=NC2=C(N=CC=C12)OC)C (R)-N-((R)-2-hydroxypropyl)-4-((8-methoxy-1,7-naphthyridin-4-yl)amino)-N'-((R)-1-(4-methoxyphenyl)ethyl)benzenesulfonimidamide